N-(3-(Methylsulfonyl)-4-(2H-1,2,3-triazol-2-yl)phenyl)-1-(chinolin-5-yl)-5-(trifluoromethyl)-1H-pyrazol-4-carboxamid CS(=O)(=O)C=1C=C(C=CC1N1N=CC=N1)NC(=O)C=1C=NN(C1C(F)(F)F)C1=C2C=CC=NC2=CC=C1